N-[6-[4-[acetyl(cyclopropylmethyl)amino]-3-fluoro-phenyl]-3-pyridyl]-3-(2-fluoro-3-pyridyl)propenamide C(C)(=O)N(C1=C(C=C(C=C1)C1=CC=C(C=N1)NC(C=CC=1C(=NC=CC1)F)=O)F)CC1CC1